2-(3-chlorophenyl)-1-(3-fluorophenyl)-2-methylpropyl (3-cyclohexyl-1-oxo-1-((1-oxo-3-(2-oxopyrrolidin-3-yl)propan-2-yl)amino)propan-2-yl)carbamate C1(CCCCC1)CC(C(NC(C=O)CC1C(NCC1)=O)=O)NC(OC(C(C)(C)C1=CC(=CC=C1)Cl)C1=CC(=CC=C1)F)=O